tert-butyl N-[5-[[2-[(2R,5S)-2-[3-(dimethylamino)phenyl]-5-methyl-1-piperidyl]-2-oxo-acetyl]amino]-3-methyl-2-pyridyl]carbamate CN(C=1C=C(C=CC1)[C@@H]1N(C[C@H](CC1)C)C(C(=O)NC=1C=C(C(=NC1)NC(OC(C)(C)C)=O)C)=O)C